(S)-allyl (2-(2-(((tert-butyldimethylsilyl)oxy)methyl)-4-methyl-2,3-dihydro-1H-pyrrole-1-carbonyl)-4-methoxy-5-((triisopropylsilyl)oxy)phenyl)carbamate [Si](C)(C)(C(C)(C)C)OC[C@H]1N(C=C(C1)C)C(=O)C1=C(C=C(C(=C1)OC)O[Si](C(C)C)(C(C)C)C(C)C)NC(OCC=C)=O